O=C1N(C=NC=2CC[C@@H]([C@@H](C12)CC1=C(C=CC=C1)OC1=CC=CC=C1)NS(=O)(=O)C)C(C)C |r| rac-N-[(5R,6S)-4-oxo-5-[(2-phenoxyphenyl)methyl]-3-(propan-2-yl)-3,4,5,6,7,8-hexahydroquinazolin-6-yl]methanesulfonamide